rel-(3R,4R)-4-(((6-(ethyl(4-(trifluoromethyl)benzyl)amino)-5-fluoropyrimidin-4-yl)amino)methyl)piperidin-3-ol C(C)N(C1=C(C(=NC=N1)NC[C@@H]1[C@H](CNCC1)O)F)CC1=CC=C(C=C1)C(F)(F)F |o1:11,12|